1-(4-fluorophenyl)-2-oxo-N-[5-[(6-piperazin-1-yl-1,7-naphthyridin-4-yl)oxy]-2-pyridyl]pyridine-3-carboxamide hydrochloride Cl.FC1=CC=C(C=C1)N1C(C(=CC=C1)C(=O)NC1=NC=C(C=C1)OC1=CC=NC2=CN=C(C=C12)N1CCNCC1)=O